C1CN(CCN(CCN(CCN1CC(=O)[O-])CC(=O)[O-])[C@@H](CO)[C@H](CO)O)CC(=O)[O-].[Gd+3] The molecule is a gadolinium coordination entity consisting of a central Gd(III) atom bound to a macrocyclic tetraamine framework. It is used as a paramagnetic contrast agent in magnetic resonance imaging (MRI). It has a role as a MRI contrast agent.